NC1=C(C=CC=C1F)C(=O)C=1C=NC(=C(C1)C)C(F)F (2-amino-3-fluoro-phenyl)-[6-(difluoromethyl)-5-methyl-3-pyridyl]methanone